(2S,4R)-1-[(3S)-1-acetylpiperidine-3-carbonyl]-4-fluoro-N-[(S)-phenyl[4-(propan-2-yl)phenyl]methyl]pyrrolidine-2-carboxamide C(C)(=O)N1C[C@H](CCC1)C(=O)N1[C@@H](C[C@H](C1)F)C(=O)N[C@H](C1=CC=C(C=C1)C(C)C)C1=CC=CC=C1